COC1=CC(=C(C=C1)NC(=O)C=1C=C2C(=NN(C2=CC1)C)C=1N(C2=CC=CC=C2C1)C)C N-(4-Methoxy-2-methylphenyl)-1-methyl-3-(1-methyl-1H-indol-2-yl)-1H-indazole-5-carboxamide